trimethylethane tripropiolate C(C#C)(=O)O.C(C#C)(=O)O.C(C#C)(=O)O.CC(C)(C)C